N1CC(C1)N1N=CC(=C1)C=1C=NC2=CC=C(C=C2N1)NC1=CC(=CC(=C1)OC)OC 3-(1-(azetidin-3-yl)-1H-pyrazol-4-yl)-N-(3,5-dimethoxyphenyl)quinoxalin-6-amine